Cl[Si]1(C[Si](CCC1)(CCC)Cl)Cl 1,1,3-trichloro-3-propyl-1,3-disilacyclohexane